FC=1C=C(C2=C(SC=C2)C1)N1CCN(CC1)CCC1=CC=C2CCC(N(C2=C1)C(=O)OCOC(CCCCCCCCC)=O)=O (Decanoyloxy)methyl 7-(2-(4-(6-fluorobenzo[b]thiophen-4-yl)piperazin-1-yl)ethyl)-2-oxo-3,4-dihydroquinoline-1(2H)-carboxylate